(3R)-3-[1,4-Dimethyl-7-(trifluoromethoxy)-1H-benzotriazol-5-yl]-3-(7-{[(2R)-2-ethyl-7-hydroxy-2,3-dihydropyrido[2,3-f][1,4]oxazepin-4(5H)-yl]methyl}-1-benzothiophen-5-yl)propanoic acid CN1N=NC2=C1C(=CC(=C2C)[C@H](CC(=O)O)C=2C=C(C1=C(C=CS1)C2)CN2C[C@H](OC1=C(C2)N=C(C=C1)O)CC)OC(F)(F)F